(R or S)-N-[2-(3-ethyl-2-oxo-1,2-dihydropyridin-1-yl)-3-{[(CIS)-4-phenylcyclohexyl]oxy}propyl]methane-sulfonamide C(C)C=1C(N(C=CC1)[C@H](CNS(=O)(=O)C)CO[C@@H]1CC[C@@H](CC1)C1=CC=CC=C1)=O |o1:8|